1-(2-(3,8-diazabicyclo[3.2.1]octan-8-yl)-6,7-dihydrothiazolo[5,4-c]pyridin-5(4H)-yl)-2-(2,4-difluorophenoxy)ethan-1-one C12CNCC(CC1)N2C=2SC=1CN(CCC1N2)C(COC2=C(C=C(C=C2)F)F)=O